O=C1NC(CCC1C1=NN(C2=C(C=CC=C12)OCC(=O)NC1=CC=C(C=C1)S(=O)(=O)C)C)=O 2-((3-(2,6-dioxopiperidin-3-yl)-1-methyl-1H-indazol-7-yl)oxy)-N-(4-(methyl-sulfonyl)phenyl)acetamide